C1(C=CC=C1)CCP(CC)CC cyclopentadienyl-(triethylphosphine)